1-oxa-6-azaspiro[2.5]Octane O1CC12CCNCC2